5'-(aminomethyl)-2'-(4-fluorophenyl)-[2,4'-bipyridine]-4-carbonitrile TFA salt OC(=O)C(F)(F)F.NCC=1C(=CC(=NC1)C1=CC=C(C=C1)F)C1=NC=CC(=C1)C#N